(2R)-2-[12-chloro-9-(2-fluorophenyl)-2,5,8-triazatricyclo[8.4.0.02,6]tetradeca-1(10),3,5,8,11,13-hexaen-4-yl]-2-hydroxyacetonitrile ClC1=CC=2C(=NCC3=NC(=CN3C2C=C1)[C@H](C#N)O)C1=C(C=CC=C1)F